C(C(=C)C)(=O)O.CC1=C(C(=CC=C1)Br)OC(C)=O methyl-2-acetoxy(3-bromobenzene) methacrylate